1,2,3-tris(trifluoromethanesulfonyl)benzene FC(S(=O)(=O)C1=C(C(=CC=C1)S(=O)(=O)C(F)(F)F)S(=O)(=O)C(F)(F)F)(F)F